(R)-5-((2H-1,2,3-triazol-2-yl)methyl)-3-(3-fluoro-4-(2-oxo-2-thia-6-azaspiro[3.3]hept-6-yl)phenyl)oxazolidin-2-one N=1N(N=CC1)C[C@H]1CN(C(O1)=O)C1=CC(=C(C=C1)N1CC2(CS(C2)=O)C1)F